1-(1-methyl-1H-pyrrol-2-yl)methylamine CN1C(=CC=C1)CN